C(C)C=1N=CC(=NC1)OC1=CC=C(C=C1)C1C(NC(NC1=O)=O)=O 5-[4-(5-ethylpyrazin-2-yl)oxyphenyl]hexahydropyrimidine-2,4,6-trione